5'-chloro-2'-{[2-(hydroxymethyl)piperidin-1-yl]methyl}-7',8'-dihydro-6'H-spiro[cyclohexane-1,9'-furo[2,3-f]quinazoline]-7'-one ClC=1C=C2C(=C3C4(NC(NC13)=O)CCCCC4)OC(=C2)CN2C(CCCC2)CO